C1CCC2=C(C=3CCCC3C=C12)NC(=O)NS(=O)(=O)C1=NN(C=C1)CC1=CC=C(C(=O)O)C=C1 4-((3-(N-((1,2,3,5,6,7-hexahydro-s-indacen-4-yl)carbamoyl)sulfamoyl)-1H-pyrazol-1-yl)methyl)benzoic acid